(2,5-difluorophenyl)-N-(4-((6,7-dimethoxyquinazolin-4-yl)oxy)phenyl)-2-oxo-1,2,4,5,6,7-hexahydropyrazolo[1,5-a]pyridine-3-carboxamide FC1=C(C=C(C=C1)F)N1C(C(=C2N1CCCC2)C(=O)NC2=CC=C(C=C2)OC2=NC=NC1=CC(=C(C=C21)OC)OC)=O